(2,4-Difluorophenylmethyl)-10-hydroxy-9,11-dioxo-2,3,4a,5,9,11,13,13a-octahydro-1H-pyrido[1,2-a]pyrrolo[1',2':3,4]imidazo[1,2-d]pyrazine-8-carboxamide FC1=C(C=CC(=C1)F)CC1CCN2C1CN1C(C=3N(CC12)C=C(C(C3O)=O)C(=O)N)=O